ClC1=CC=C(C(=O)N2CCC(CC2)N2CC(=CC=C2)O)C=C1 1-(4-chlorobenzoyl-piperidin-4-yl)-3-hydroxy-pyridine